3-(2-bromophenyl)-5,7-di-tert-butylcyclohepta[b]pyrrol-6(1H)-one BrC1=C(C=CC=C1)C=1C2=C(NC1)C=C(C(C(=C2)C(C)(C)C)=O)C(C)(C)C